2-(3-((5-((3-Methoxy-2,6-dimethylphenyl)carbamoyl)thiazol-2-yl)amino)-1H-pyrazol-1-yl)propanoic acid COC=1C(=C(C(=CC1)C)NC(=O)C1=CN=C(S1)NC1=NN(C=C1)C(C(=O)O)C)C